N1N=CC(=C1)C1=CC=C(C2=C1N=CS2)C2=CC=C(N=N2)NC2CC1CCC(C2)N1 (exo)-N-[6-[4-(1H-pyrazol-4-yl)-1,3-benzothiazol-7-yl]pyridazin-3-yl]-8-azabicyclo[3.2.1]octan-3-amine